methyl 2-(2-fluoro-5-(trifluoromethyl) phenylsulfonylamino)-4-methoxybenzoate FC1=C(C=C(C=C1)C(F)(F)F)S(=O)(=O)NC1=C(C(=O)OC)C=CC(=C1)OC